Methyl-(R)-N-[3-[5-fluoro-2-([6-[2-(hydroxymethyl)phenyl]pyridin-3-yl]amino)pyrimidin-4-yl]-1H-indol-7-yl]-3-methoxy-2-(4-methylpiperazin-1-yl)propanamide C[C@](C(=O)NC=1C=CC=C2C(=CNC12)C1=NC(=NC=C1F)NC=1C=NC(=CC1)C1=C(C=CC=C1)CO)(COC)N1CCN(CC1)C